C(C)(C)(C)OC(=O)N1CC(C1)C(=O)O 1-T-butoxycarbonyl-azetidine-3-carboxylic acid